C(C)(C)(C)C1=CC=C(C=C1)N(C(=O)[C@@H]1N(C[C@@H](C1)O)C(=O)OC(C)(C)C)C(C(=O)NC1=C(C=CC=C1Cl)Cl)C=1C=NC=CC1 tert-Butyl (2R,4R)-2-[(4-tert-butylphenyl)-[2-(2,6-dichloroanilino)-2-oxo-1-(3-pyridyl)ethyl]carbamoyl]-4-hydroxy-pyrrolidine-1-carboxylate